N-(4-amino-2-(trifluoromethyl)phenyl)acrylamide NC1=CC(=C(C=C1)NC(C=C)=O)C(F)(F)F